4-(2-((4-(methylsulfonyl)piperazin-1-yl)methyl)-5-(3-(m-tolyl)-1H-pyrazol-1-yl)thieno[3,2-b]pyridin-7-yl)morpholine CS(=O)(=O)N1CCN(CC1)CC1=CC2=NC(=CC(=C2S1)N1CCOCC1)N1N=C(C=C1)C=1C=C(C=CC1)C